COC(C(CC1=CC(=CC=C1)Br)F)=O 3-(3-bromophenyl)-2-fluoropropionic acid methyl ester